3-((5-chloro-4-((2-(bisMethylphosphoryl)phenyl)amino)pyrimidin-2-yl)amino)-N,N-dimethylbenzenesulfonamide ClC=1C(=NC(=NC1)NC=1C=C(C=CC1)S(=O)(=O)N(C)C)NC1=C(C=CC=C1)P(=O)(C)C